C(C(C)C)[C@@H]1CN2C(N(O1)C(\C=C\C=1NC(C=CC1)=O)=O)=CN(C[C@@H]2CC(C)C)C2CCN(CC2)C (3R,6S,9aS)-3,6-diisobutyl-8-(1-methylpiperidin-4-yl)-1-((E)-3-(6-oxo-1,6-dihydropyridin-2-yl)acryloyl)tetrahydropyrazino[2,1-c][1,2,4]oxadiazine